(S)-1-(5-(6-chloro-5-methoxy-1-methyl-3-(1H-pyrazol-4-yl)-1H-pyrrolo[3,2-b]pyridin-2-yl)-4H-1,2,4-triazol-3-yl)-2-methoxy-N,N-dimethylethan-1-amine ClC=1C=C2C(=NC1OC)C(=C(N2C)C=2NC(=NN2)[C@@H](COC)N(C)C)C=2C=NNC2